(5-(methylthio)-1,3,4-thiadiazol-2-yl)-5-(phenylamino)benzo[c]isoxazole CSC1=NN=C(S1)C1=C2C(=NO1)C=CC(=C2)NC2=CC=CC=C2